P(=O)(OCC(F)F)(OCC(F)F)OCC(F)F tris(2,2-difluoroethyl) phosphate